C(C=C)(=O)OCCC acryloyl-oxypropan